C(C)N(CC)[W]N(CC)CC bis(diethylamino)tungsten